FC1=CC=CC2=C1NC(=N2)C2=CC(=NN2CC2=CC=C(C=C2)OC)NC(=O)C=2C=NC(=CC2)N2CCC(CC2)CO N-[5-(7-fluoro-1H-benzimidazol-2-yl)-1-[(4-methoxyphenyl)methyl]-pyrazol-3-yl]-6-[4-(hydroxymethyl)-1-piperidyl]pyridine-3-carboxamide